5-(1H-indole-5-yl)-1,2,4-oxadiazole N1C=CC2=CC(=CC=C12)C1=NC=NO1